methyl-3-((tert-butyldiphenylsilyl)oxy)cyclobutane-1-carboxylic acid tert-butyl ester C(C)(C)(C)OC(=O)C1(CC(C1)O[Si](C1=CC=CC=C1)(C1=CC=CC=C1)C(C)(C)C)C